7-(benzyloxy)indole C(C1=CC=CC=C1)OC=1C=CC=C2C=CNC12